COCC1CC(N(C1)C(=O)O)C(=O)O.CC=1C(=NC2=CC=CC=C2C1)C(F)(F)F 3-methyl-2-(trifluoromethyl)quinoline 4-(methoxymethyl)pyrrolidine-1,2-dicarboxylate